(-)-bornyl p-coumarate C[C@]12CCC(C1(C)C)CC2OC(=O)C=CC3=CC=C(C=C3)O